ClC1=C(CN2CCN(CC2)CC(=O)NC=2SC(=CC2C(=O)N)CC2=CC=CC=C2)C=CC=C1 2-{2-[4-(2-Chlorobenzyl)piperazin-1-yl]acetamido}-5-benzylthiophene-3-carboxamide